bis(tris(pentafluorophenyl)phosphine) platinum dichloride [Pt](Cl)Cl.FC1=C(C(=C(C(=C1P(C1=C(C(=C(C(=C1F)F)F)F)F)C1=C(C(=C(C(=C1F)F)F)F)F)F)F)F)F.FC1=C(C(=C(C(=C1P(C1=C(C(=C(C(=C1F)F)F)F)F)C1=C(C(=C(C(=C1F)F)F)F)F)F)F)F)F